benzyl (2S)-2-(cyanomethyl)-4-[7-(6-fluoro-4-isoquinolyl)-2-[[(2S)-1-methylpyrrolidin-2-yl]methoxy]-6,8-dihydro-5H-pyrido[3,4-d]pyrimidin-4-yl]piperazine-1-carboxylate C(#N)C[C@@H]1N(CCN(C1)C=1C2=C(N=C(N1)OC[C@H]1N(CCC1)C)CN(CC2)C2=CN=CC1=CC=C(C=C21)F)C(=O)OCC2=CC=CC=C2